tert-butyl 4-(2-((tert-butoxycarbonyl)amino)-3-ethoxy-1-hydroxy-3-oxopropyl)benzoate C(C)(C)(C)OC(=O)NC(C(O)C1=CC=C(C(=O)OC(C)(C)C)C=C1)C(=O)OCC